OCCOC=1N=C(NC1)C 2-hydroxyethoxy-2-methylimidazole